BrC=1C=C(C=NC1)CC(=O)OC methyl 2-(5-bromopyridin-3-yl)acetate